COC1=CC=C2C(C(=C(OC2=C1)C)C1=CC=CC=C1)=O 7-methoxy-2-methyl-isoflavone